7-((5-((2R,5S)-2-(hydroxymeth-yl)-5-methoxypiperidin-1-yl)pyridin-2-yl)amino)-4-(4,5,6,7-tetrahydropyrazolo[1,5-a]pyridin-3-yl)isoindolin-1-one OC[C@@H]1N(C[C@H](CC1)OC)C=1C=CC(=NC1)NC=1C=CC(=C2CNC(C12)=O)C=1C=NN2C1CCCC2